2-(3-bromo-1-cyclopropyl-1H-1,2,4-triazol-5-yl)propan-2-ol BrC1=NN(C(=N1)C(C)(C)O)C1CC1